5-chloro-2-(4,4-difluoro-3-methylpiperidin-1-yl)-4-(trifluoromethyl)benzoic acid ClC=1C(=CC(=C(C(=O)O)C1)N1CC(C(CC1)(F)F)C)C(F)(F)F